3-(6-((4-fluorobenzyl)(isobutyl)amino)-4-((2-methylbenzo[d]thiazol-6-yl)amino)pyridin-2-yl)pentanoic acid FC1=CC=C(CN(C2=CC(=CC(=N2)C(CC(=O)O)CC)NC2=CC3=C(N=C(S3)C)C=C2)CC(C)C)C=C1